Methyl 5-(2-fluorophenyl)-4-methoxy-1H-pyrrole-3-carboxylate FC1=C(C=CC=C1)C1=C(C(=CN1)C(=O)OC)OC